(R)-7-(5-chloro-2-((1-methyl-1H-pyrazol-5-yl)amino)pyridin-4-yl)-2-(5-fluoro-2-(hydroxymethyl)benzyl)-3-((methoxymethoxy)methyl)-3,4-dihydropyrrolo[1,2-a]pyrazine ClC=1C(=CC(=NC1)NC1=CC=NN1C)C=1C=C2N(C[C@@H](N(C2)CC2=C(C=CC(=C2)F)CO)COCOC)C1